5-((1-((3-ethyl-2,4-dioxo-1,2,3,4-tetrahydrothieno[3,2-d]pyrimidin-6-yl)methyl)pyrrolidin-3-yl)oxy)-N,6-dimethylpicolinamide C(C)N1C(NC2=C(C1=O)SC(=C2)CN2CC(CC2)OC=2C=CC(=NC2C)C(=O)NC)=O